O=C1N(CC2=C(C=CC=C12)NC1=NC(=NC=C1)NC1=CC(=CC=C1)N1CCC(CC1)C1=CC=CC=C1)C1C(NC(CC1)=O)=O 3-(1-oxo-4-((2-((3-(4-phenylpiperidin-1-yl)phenyl)amino)pyrimidin-4-yl)amino)isoindolin-2-yl)piperidine-2,6-dione